CCCCCCCCCCCCCCCC(=O)OC[C@H](COP(=O)(O)OCCNC(=O)CCC)OC(=O)CCCCCCC/C=C\\C/C=C\\CCCCC The molecule is an N-acylphosphatidylethanolamine in which the N-acyl group is specified as butyryl while the phosphatidyl acyl groups at position 1 and 2 are specified as palmitoyl (hexadecanoyl) and linoleoyl (9Z,12Z-octadecadienoyl) respectively. It derives from a hexadecanoic acid, a linoleic acid and a butyric acid. It is a conjugate acid of a N-butyryl-1-palmitoyl-2-linoleoyl-sn-glycero-3-phosphoethanolamine(1-).